CCCC(C)S(=O)(=O)[O-] 1-methyl-3-butanesulfonate